1-[2-(3-bromo-4-fluoro-anilino)-pyrimidin-4-yl]-1H-indole-3-carboxamide BrC=1C=C(NC2=NC=CC(=N2)N2C=C(C3=CC=CC=C23)C(=O)N)C=CC1F